ClC1=CC(=C(CC=2N(C3=CC=C(C=C3C2)C(=O)NCC2=CC=C(C=C2)S(=O)(=O)CC)CCN(C)C)C=C1)C(F)(F)F 2-(4-chloro-2-(trifluoromethyl)benzyl)-1-(2-(dimethylamino)ethyl)-N-(4-(ethylsulfonyl)benzyl)-1H-indole-5-carboxamide